NC=1C=C(CN2C(=CC3=CC=C(C=C23)C#N)C(=O)N2CCC(CC2)CCNC(OC(C)(C)C)=O)C=CC1 tert-Butyl (2-(1-(1-(3-aminobenzyl)-6-cyano-1H-indole-2-carbonyl)piperidin-4-yl)ethyl)carbamate